Cl.N[C@H](CO)C1=CC=C(C=C1)Br (S)-2-amino-2-(4-bromophenyl)ethanol hydrochloride